C(CCCCCCC)OC1CCC(CC1)/C=C/C(=O)OCC ethyl (E)-3-(4-(octyloxy)cyclohexyl)acrylate